F[C@H]1[C@@]2(CC[C@](C[C@H]1OC1=CC=C(N=N1)C1=C(C=C(C=C1)C1=NC(N(C=N1)C)=O)O)(N2C)C)C 4-(4-(6-(((1S,2S,3R,5R)-2-fluoro-1,5,8-trimethyl-8-azabicyclo[3.2.1]octan-3-yl)oxy)pyridazin-3-yl)-3-hydroxyphenyl)-1-methyl-1,3,5-triazin-2(1H)-one